C1(CC1)C1=NN=C(O1)[C@]12C[C@H](C[C@H](N1C(=O)NC1=CC(=C(C=C1)C)C1=NC=C(C=N1)F)C2)C (1R,3S,5S)-1-(5-cyclopropyl-1,3,4-oxadiazol-2-yl)-N-(3-(5-fluoropyrimidin-2-yl)-4-methylphenyl)-3-methyl-6-azabicyclo[3.1.1]heptane-6-carboxamide